C(C1=CC=CC=C1)OC=1C(=C2CC[C@@](OC2=C(C1C)C)(C)CO)C (S)-(6-(benzyloxy)-2,5,7,8-tetramethylchroman-2-yl)methanol